N-(5-((4-(1-Cyclopropyl-1H-indol-3-yl)-5-(isopropylsulfonyl)pyrimidin-2-yl)amino)-2-((2-(dimethylamino)ethyl)(methyl)amino)-4-methoxyphenyl)acrylamide C1(CC1)N1C=C(C2=CC=CC=C12)C1=NC(=NC=C1S(=O)(=O)C(C)C)NC=1C(=CC(=C(C1)NC(C=C)=O)N(C)CCN(C)C)OC